ClC1=CC=C(C=C1)S(=O)(=O)/C=C/CNC(=O)C=1C(NC=2CCN(CC2C1)C(=O)OCC(F)(F)F)=O 2,2,2-trifluoroethyl 3-{[(2E)-3-(4-chlorobenzenesulfonyl)prop-2-en-1-yl]carbamoyl}-2-oxo-1,2,5,6,7,8-hexahydro-1,6-naphthyridine-6-carboxylate